4-phenylbutanethiol C1(=CC=CC=C1)CCCCS